(R)-1-(1-(4-(chloromethyl)phenyl)ethyl)-4-cyclopropylpiperazine ClCC1=CC=C(C=C1)[C@@H](C)N1CCN(CC1)C1CC1